16,16-diethoxy-5,7-hexadecadiene C(C)OC(CCCCCCCC=CC=CCCCC)OCC